CNC1=C(C(C1=O)=O)NCCCN(CCCCCCCC(=O)OCCC(CCCCC)CCCCC)CCCCCCCC(OCCC(CCC)CCC)=O 3-Pentyloctyl 8-((3-((2-(methylamino)-3,4-dioxocyclobut-1-en-1-yl)amino)propyl)(8-oxo-8-((3-propylhexyl)oxy)octyl)amino)octanoate